C(C)S(=O)(=O)O.C(C)S(=O)(=O)O ethanesulfonic acid (ethanesulfonic acid) salt